5-(chloromethyl)-2-(1H-pyrazol-1-yl)pyridine ClCC=1C=CC(=NC1)N1N=CC=C1